tris[N,N-bis(trimethylsilyl)amine] erbium [Er].C[Si](N[Si](C)(C)C)(C)C.C[Si](N[Si](C)(C)C)(C)C.C[Si](N[Si](C)(C)C)(C)C